tert-Butyl 4-(3-bromoimidazo[1,5-a]pyridin-8-yl)piperazine-1-carboxylate BrC1=NC=C2N1C=CC=C2N2CCN(CC2)C(=O)OC(C)(C)C